1-allyl-4-hydroxy-1H-2,1-benzothiazine-3-carboxylic acid methyl ester 2,2-dioxide COC(=O)C=1S(N(C2=C(C1O)C=CC=C2)CC=C)(=O)=O